N-(2-methoxyphenyl)-N'-(4-nitrophenyl)thiourea COC1=C(C=CC=C1)NC(=S)NC1=CC=C(C=C1)[N+](=O)[O-]